COC(C1=C(C(=C(C=C1)N(C(=O)OC(C)(C)C)C(=O)OC(C)(C)C)S(=O)(=O)Cl)OC)=O (bis(tert-butoxycarbonyl)amino)-3-chlorosulfonyl-2-methoxy-benzoic acid methyl ester